[Br-].C(C)(=O)O[C@@]1([C@@H](O)O[C@@H]([C@]([C@@]1(O)OC(C)=O)(O)OC(C)=O)C(O)OC(C)=O)O 2,3,4,6-tetraacetyloxy-alpha-D-glucopyranose bromide